7-((ethylamino)methyl)-2-(4-phenoxyphenyl)-4,5,6,7-tetrahydropyrazolo[1,5-a]pyrimidine-3-carboxamide C(C)NCC1CCNC=2N1N=C(C2C(=O)N)C2=CC=C(C=C2)OC2=CC=CC=C2